N-Benzylhydrazine carbonate C(O)(O)=O.C(C1=CC=CC=C1)NN